1-{2-[6-(3H-Benzotriazol-5-yl)-pyrimidin-4-ylamino]-ethyl}-7-fluoro-4-methoxy-1H-indol-2-carbonitril N1=NNC2=C1C=CC(=C2)C2=CC(=NC=N2)NCCN2C(=CC1=C(C=CC(=C21)F)OC)C#N